((2R,5S)-5-ethylmorpholin-2-yl)methanol C(C)[C@H]1CO[C@H](CN1)CO